4-isopropyl-5-thiazole-boronic acid C(C)(C)C=1N=CSC1B(O)O